n-Eicosanoat C(CCCCCCCCCCCCCCCCCCC)(=O)[O-]